CC1(COC2=C1C(C(CC2)C)=O)C 3,3,5-Trimethyl-3,5,6,7-tetrahydrobenzofuran-4(2H)-on